1-fluorocyclobutane FC1CCC1